3-[[(3R)-1-[3-(5,6,7,8-tetrahydro-1,8-naphthyridin-2-yl)propyl]piperidine-3-carbonyl]amino]propionic acid N1=C(C=CC=2CCCNC12)CCCN1C[C@@H](CCC1)C(=O)NCCC(=O)O